COC=1C=CC2=C(CC(C=3C(=NC=NC23)N)(C)C)C1CCCOC 8-methoxy-7-(3-methoxypropyl)-5,5-dimethyl-6H-benzo[H]quinazolin-4-amine